6-chloro-N-(methyl-d3)nicotinamide trifluoroacetate FC(C(=O)O)(F)F.ClC1=NC=C(C(=O)NC([2H])([2H])[2H])C=C1